N-lysyl-lysyl-lysyl-dimethylamide N[C@@H](CCCCN)C(=O)N[C@@H](CCCCN)C(=O)N[C@@H](CCCCN)C(=O)C[N-]C